3,5-bis(trifluoromethyl)phenyl-binaphthyl FC(C=1C=C(C=C(C1)C(F)(F)F)C1=C(C2=CC=CC=C2C=C1)C1=CC=CC2=CC=CC=C12)(F)F